1-(2-methoxy-4,6-bis(methoxymethoxy)-3-methylphenyl)butan-1-one COC1=C(C(=CC(=C1C)OCOC)OCOC)C(CCC)=O